2-(2-(cyclopent-1-en-1-yl)phenyl)-2-hydroxyacetic acid C1(=CCCC1)C1=C(C=CC=C1)C(C(=O)O)O